C(#N)C1=CC=2N(N=C1)C(=CC2)C2=CC(=C(C=N2)C2=NN=C(S2)N2CC1(C2)CCN(CC1)C(=O)OC(C)(C)C)NC Tert-butyl 2-[5-(6-{3-cyanopyrrolo[1,2-b]pyridazin-7-yl}-4-(methylamino)pyridin-3-yl)-1,3,4-thiadiazol-2-yl]-2,7-diazaspiro[3.5]nonane-7-carboxylate